benzyl (S)-2-((tert-butoxycarbonyl)amino)-3-(3-(3-((5-chloropyridin-2-yl)oxy) phenyl)-1,2,4-oxadiazol-5-yl)propanoate C(C)(C)(C)OC(=O)N[C@H](C(=O)OCC1=CC=CC=C1)CC1=NC(=NO1)C1=CC(=CC=C1)OC1=NC=C(C=C1)Cl